2-benzyl 1-(tert-butyl) (2S,4R*)-4-(methoxymethyl)pyrrolidine-1,2-dicarboxylate COC[C@@H]1C[C@H](N(C1)C(=O)OC(C)(C)C)C(=O)OCC1=CC=CC=C1 |o1:3|